4,N4-dimethyl-N1-(6-phenyl-2-tetrahydropyran-4-yl-pyrimidin-4-yl)benzene-1,4-diamine CC1(CC=C(C=C1)NC1=NC(=NC(=C1)C1=CC=CC=C1)C1CCOCC1)NC